NC=1C2=C(N=CN1)N(C=C2C=2C(=C(C=CC2)NS(=O)(=O)C2=CC(=C(C=C2)OC(F)(F)F)Cl)F)C N-[3-(4-amino-7-methyl-7H-pyrrolo[2,3-d]pyrimidin-5-yl)-2-fluoro-phenyl]-3-chloro-4-trifluoromethoxy-benzenesulfonamide